FC1=C(CN2C(N(N=C2)C2=CC(=C(C=C2)OC2=CC(=NN2C)C)F)=O)C(=CC=C1)F (2,6-difluorobenzyl)-2-(4-((1,3-dimethyl-1H-pyrazol-5-yl)oxy)-3-fluorophenyl)-2,4-dihydro-3H-1,2,4-triazol-3-one